1-(4-trifluoromethoxyphenyl)azetidin FC(OC1=CC=C(C=C1)N1CCC1)(F)F